2-fluoranyl-4-oxidanyl-benzenecarbothioamide FC1=C(C=CC(=C1)O)C(N)=S